FC=1C=C2C[C@H](CN3C2=C(C1)C=C3)N(CCC3CCOCC3)C (R)-8-fluoro-N-methyl-N-(2-(tetrahydro-2H-pyran-4-yl)ethyl)-5,6-dihydro-4H-pyrrolo[3,2,1-ij]quinolin-5-amine